benzyl (3aR,5R,6aS)-3a-hydroxy-5-phenoxyhexahydrocyclopenta[c]pyrrole-2(1H)-carboxylate O[C@]12[C@H](CN(C1)C(=O)OCC1=CC=CC=C1)C[C@H](C2)OC2=CC=CC=C2